N-(4-fluoro-2-(trifluoromethyl)phenyl)imidazo[1,2-a]Pyrazine-3-amine FC1=CC(=C(C=C1)NC1=CN=C2N1C=CN=C2)C(F)(F)F